C1(CC1)NC(C1=NC=C(C=C1)O[C@@H]1[C@H](N(C1)CC1=CC=2C3=C(N(C(NC3=C1)=O)CC)N=CN2)C)=O N-cyclopropyl-5-(((2R,3S)-1-((3-ethyl-2-oxo-2,3-dihydro-1H-pyrimido[4,5,6-de]quinazolin-8-yl)methyl)-2-methylazetidin-3-yl)oxy)picolinamide